(RS)-(4-Pyrrolidin-3-yl-phenyl)-carbamic acid 2-(4-chloro-phenyl)-ethylester ClC1=CC=C(C=C1)CCOC(NC1=CC=C(C=C1)[C@@H]1CNCC1)=O |r|